C(CCCCCCCCCCCCCCCCC)OC(O)=O.C(C)(C)(C)C=1C(=C(C=C(C1)C(C)(C)C)C(C(=O)O)=C)O (3,5-di-tert-butyl-hydroxyphenyl)acrylic acid octadecyl-carbonate